NCC(CN1N=CN(C1=O)C1=NC=C(C=C1C)C#CC=1C=CC2=C(OCCN2)N1)=C(F)F 2-[2-(aminomethyl)-3,3-difluoro-allyl]-4-[5-[2-(2,3-dihydro-1H-pyrido[2,3-b][1,4]oxazin-6-yl)ethynyl]-3-methyl-2-pyridinyl]-1,2,4-triazol-3-one